3-(2-Bromo-5-chlorophenyl)-[1,2,4]triazolo[4,3-a]pyridine BrC1=C(C=C(C=C1)Cl)C1=NN=C2N1C=CC=C2